FC=1C=C2C(C=C(N(C2=C(C1)OCOC)C)CO)=O 6-Fluoro-2-(hydroxymethyl)-8-(methoxymethoxy)-1-methylquinolin-4(1H)-one